2,5-dimethyl-1,1-dioxo-1,2,4-thiadiazine CN1S(C=C(N=C1)C)(=O)=O